C(C)OC(CN1CCC2(CN(CCN2C)C=2N=CC3=C(N2)CCN(C3)C(=O)OC(C)(C)C)CCC1=O)=O tert-butyl 2-(9-(2-ethoxy-2-oxoethyl)-1-methyl-10-oxo-1,4,9-triazaspiro[5.6]dodecan-4-yl)-7,8-dihydropyrido[4,3-d]pyrimidine-6(5H)-carboxylate